[NH+]1=CN=CC=C1 PYRIMIDINIUM